ethylnaphthalene-2-ol trifluoroacetate FC(C(=O)O)(F)F.C(C)C1=C(C=CC2=CC=CC=C12)O